N-(methoxycarbonyl)maleimide COC(=O)N1C(C=CC1=O)=O